NCC(=O)NC=1SC=C(N1)C=1C=C(C=CC1)C1=CC(=NC=C1)N(CC(=O)OC(C)(C)C)C tert-butyl 2-[[4-[3-[2-[(2-aminoacetyl)amino]thiazol-4-yl]phenyl]-2-pyridyl]-methylamino]acetate